[Te].C1(=CC=CC2=CC=CC=C12)C(=O)O.C1(=CC=CC2=CC=CC=C12)C(=O)O dinaphthalic acid tellurium